C(C1=CC=CC=C1)N(C(C(=O)NC=1C=2C(C(=NC1)NC(OC(C)(C)C)=O)=CN(N2)C2OCCCC2)=O)CCC(F)(F)F tert-butyl N-[7-[[2-[benzyl(3,3,3-trifluoropropyl)amino]-2-oxo-acetyl]amino]-2-tetrahydropyran-2-yl-pyrazolo[4,3-c]pyridin-4-yl]carbamate